CO[Si](C=CC(OC)OC)(OC)OC 1-trimethoxysilyl-2-dimethoxymethyl-ethylene